NC(C)(C)CO 2-Amino-2-(hydroxymethyl)-propan